5-(4-((5-chloro-2-methyl-3-oxo-4H-quinoxalin-6-yl)methyl)piperazin-1-yl)-N-(methyl-d3)pyridine-2-carboxamide ClC1=C2NC(C(=NC2=CC=C1CN1CCN(CC1)C=1C=CC(=NC1)C(=O)NC([2H])([2H])[2H])C)=O